N[C@H]1CN(C[C@@H](C1)F)C(=O)C1=CC2=C(N(C(=N2)C2=CC=3C=4N2C(CN(C4C=CC3)CCCO)C)CC)C(=C1)OC ((3R,5R)-3-amino-5-fluoropiperidin-1-yl)(1-ethyl-2-(1-(3-hydroxypropyl)-3-methyl-2,3-dihydro-1H-pyrrolo[1,2,3-de]quinoxalin-5-yl)-7-methoxy-1H-benzo[d]imidazol-5-yl)methanone